NC(CC)C1(CN(C1)C(=O)C1=C(C(=C(C=C1)F)F)NC1=C(C=C(C=C1)I)F)O 3-(1-aminopropyl)-1-({3,4-difluoro-2-[(2-fluoro-4-iodophenyl)amino]Phenyl}carbonyl)azetidin-3-ol